C(C)C(CCCCCCCCCC)OC(CCCCCNCCCCCCCC(=O)OC(CCCCCCCC)CCCCCCCC)=O 1-octylnonyl 8-[[6-(1-ethylundecoxy)-6-oxo-hexyl]amino]octanoate